1-(6-bromo-7-(4-fluorobenzyl)-3-methyl-2,3-dihydro-1H-pyrido[2,3-b][1,4]oxazin-1-yl)-2-chloroethan-1-one BrC=1C(=CC2=C(OC(CN2C(CCl)=O)C)N1)CC1=CC=C(C=C1)F